bromo-malonate BrC(C(=O)[O-])C(=O)[O-]